ClC=1C(=NC=C(C#N)C1)C(CO)O 5-chloro-6-(1,2-dihydroxyethyl)nicotinonitrile